C1N(CCC2=CC=CC=C12)C(=O)C1=CC=C(C=C1)C1=NOC(=N1)C (3,4-dihydroisoquinolin-2(1H)-yl)(4-(5-methyl-1,2,4-oxadiazol-3-yl)phenyl)methanone